2,3,6,7,8,9,10,11,12,13,14,15,16,17-tetradecahydro-1H-cyclopenta[a]phenanthren-3-yl 1,4-diazepane-1-carboxylate N1(CCNCCC1)C(=O)OC1CCC2C3CCC4CCCC4C3CCC2=C1